4-((2-(3,5-dimethyl-1H-pyrazol-1-yl)ethyl)(4-(5,6,7,8-tetrahydro-1,8-naphthyridin-2-yl)butyl)amino)-2-((S)-2-phenylpropanamido)butanoic acid CC1=NN(C(=C1)C)CCN(CCC(C(=O)O)NC([C@@H](C)C1=CC=CC=C1)=O)CCCCC1=NC=2NCCCC2C=C1